FC=1C=C(C=CC1C(F)(F)F)C1C(=C(NC=2N1N=C(C2)N2CCN(CC2)C)C)C(=O)NC=2C=C1C=CN=CC1=CC2 7-(3-fluoro-4-(trifluoromethyl)phenyl)-N-(isoquinolin-6-yl)-5-methyl-2-(4-methylpiperazin-1-yl)-4,7-dihydropyrazolo[1,5-a]pyrimidine-6-carboxamide